4-methyl-4-(4-ethylpiperazin-1-yl)pent-2-enenitrile CC(C=CC#N)(C)N1CCN(CC1)CC